3,4-bis(cyclopentyloxy)cyclobut-3-ene-1,2-dithione C1(CCCC1)OC=1C(C(C1OC1CCCC1)=S)=S